CC=1C=NC=CC1CC=1N=C(N(C1)COCC[Si](C)(C)C)CC(F)(F)F 3-Methyl-4-((2-(2,2,2-trifluoroethyl)-1-((2-(trimethylsilyl)ethoxy)methyl)-1H-imidazol-4-yl)methyl)pyridine